BrC1=CC(=C2CCN(CC2=C1)C(C(F)(F)F)=O)C 1-(7-bromo-5-methyl-3,4-dihydro-1H-isoquinolin-2-yl)-2,2,2-trifluoroethanone